(2S,4r)-4-hydroxy-N-[(1S)-1-(2-amino-2-oxo-ethyl)prop-2-ynyl]-1-[1-[4-(trifluoro-methoxy)-phenyl]cyclopropanecarbonyl]pyrrolidine-2-carboxamide O[C@@H]1C[C@H](N(C1)C(=O)C1(CC1)C1=CC=C(C=C1)OC(F)(F)F)C(=O)N[C@H](C#C)CC(=O)N